C(C)N1N=C(C(=C1C1=NN(C(=N1)C1=C2C=NN(C2=CC(=C1F)C(=O)N)C)C)F)C 4-[3-(1-ethyl-4-fluoro-3-methyl-1H-pyrazol-5-yl)-1-methyl-1H-1,2,4-triazol-5-yl]-5-fluoro-1-methyl-1H-indazole-6-carboxamide